4-amino-5-(6-(4-methylpiperazin-1-yl)-1H-benzo[d]imidazol-2-yl)thieno[2,3-b]pyridin-6(7H)-one tartrate salt C(=O)(O)C(O)C(O)C(=O)O.NC=1C2=C(NC(C1C1=NC3=C(N1)C=C(C=C3)N3CCN(CC3)C)=O)SC=C2